[2-[6-(2-ethoxy-2-oxo-ethyl)-2-azaspiro[3.3]heptan-2-yl]pyrimidin-5-yl]boronic acid C(C)OC(CC1CC2(CN(C2)C2=NC=C(C=N2)B(O)O)C1)=O